NCCCNC(=O)C=1C=C2C(=NNC2=CC1)C1=NC2=C(N1)C=C(C=C2)F N-(3-aminopropyl)-3-(6-fluoro-1H-benzo[d]imidazol-2-yl)-1H-indazole-5-carboxamide